O=C1NC(CCC1N1C(N(C2=C1C=CC(=C2)CCCCCCC(=O)O)C)=O)=O 7-(1-(2,6-dioxopiperidin-3-yl)-3-methyl-2-oxo-2,3-dihydro-1H-benzo[d]imidazole-5-yl)heptanoic acid